2-[2-(aminomethyl)-3,3-difluoro-allyl]-4-[2-(1,3-benzodioxol-5-yl)-4-pyridyl]-1,2,4-triazol-3-one NCC(CN1N=CN(C1=O)C1=CC(=NC=C1)C1=CC2=C(OCO2)C=C1)=C(F)F